1-amino-2-(3-hydroxy-2,6-dimethylphenyl)-4,7-dimethyl-2,8-dihydro-9H-2,3,5,8-tetraazabenzo[cd]azulene-9-one NC=1N(C2=C3C(C=C(NC(C13)=O)C)=NC(=N2)C)C2=C(C(=CC=C2C)O)C